2-((2-((3-(trifluoromethyl)phenethyl)amino)quinazolin-4-yl)amino)ethan-1-ol FC(C=1C=C(CCNC2=NC3=CC=CC=C3C(=N2)NCCO)C=CC1)(F)F